phenylsulfonyl-hydrazine sodium salt [Na].C1(=CC=CC=C1)S(=O)(=O)NN